1-(3-methoxy-3-oxopropyl)-3-ethyl-1H-indole-2-carboxylic acid methyl ester COC(=O)C=1N(C2=CC=CC=C2C1CC)CCC(=O)OC